beta-methyl-levulinic acid CC(CC(=O)O)C(=O)C